OC1=C(C(=O)OCC[Si](C)(C)C)C(=C(C(=C1C(F)(F)F)O)C)C 2-(trimethylsilyl)ethyl 2,4-dihydroxy-5,6-dimethyl-3-(trifluorometh-yl)benzoate